BrC=1C(=NC(=CC1)SCC)OC 3-bromo-6-(ethylsulfanyl)-2-methoxypyridine